(1R)-2-[4-(1-{2-[3-(3,3-difluoropyrrolidin-1-yl)propyl]-6-methyl-2H-pyrazolo[3,4-b]pyridin-5-yl}-5-methyl-4-(propan-2-yl)-1H-pyrazol-3-yl)-2H-indazol-2-yl]-1-phenylethan-1-ol FC1(CN(CC1)CCCN1N=C2N=C(C(=CC2=C1)N1N=C(C(=C1C)C(C)C)C=1C2=CN(N=C2C=CC1)C[C@H](O)C1=CC=CC=C1)C)F